O-chloromethyl-2,6-diisopropylphenol ClCOC1=C(C=CC=C1C(C)C)C(C)C